COC1=NC(=CC=C1NC(=O)C=1C(=NOC1C)C1=CC=CC=C1)C1=NC=CC=C1 N-[2-methoxy-6-(2-pyridyl)-3-pyridyl]-5-methyl-3-phenyl-isoxazole-4-carboxamide